1-Butyl-3-methylimidazolium dibutyl-phosphate C(CCC)OP(=O)(OCCCC)[O-].C(CCC)N1C=[N+](C=C1)C